C1(CC1)CN(C(C1=CC=C(C=C1)F)=O)C=1C(=C(C(=O)OC)C=CC1)F methyl 3-(N-(cyclopropylmethyl)-4-fluorobenzamido)-2-fluorobenzoate